4-(2-amino-6-cyclopropylpyridin-4-yl)-3-(1-methylimidazol-2-yl)benzonitrile NC1=NC(=CC(=C1)C1=C(C=C(C#N)C=C1)C=1N(C=CN1)C)C1CC1